FC=1C(=NC(=NC1)N[C@H](CO)C)C1=CNC2=C(C=CC=C12)P(C)(C)=O (S)-(3-(5-fluoro-2-((1-hydroxy-prop-2-yl)amino)pyrimidin-4-yl)-1H-indol-7-yl)dimethylphosphine oxide